[V].[Mg].[Li].[Ga].[Ca].[Ag] silver calcium gallium lithium magnesium vanadium